N-[6-(4-isopropyl-4H-1,2,4-triazol-3-yl)pyridin-2-yl]-5,6-dihydro-4H-benzo[f]imidazo[1,5-a][1,4]diazepine-9-carboxamide C(C)(C)N1C(=NN=C1)C1=CC=CC(=N1)NC(=O)C1=CC2=C(CNCC=3N2C=NC3)C=C1